C(N)(O[C@H](COCC1=NN2C(CN(CC2)CC2=CC=C(C=C2)OC)=C1)CC(C)(C)C)=O tert-butyl-(S)-(1-((5-(4-methoxybenzyl)-4,5,6,7-tetrahydropyrazolo[1,5-a]pyrazin-2-yl) methoxy) propan-2-yl) carbamate